NC1=C(C=C2C=NN(C2=C1)CCNC(OC(C)(C)C)=O)C tert-butyl N-[2-(6-amino-5-methyl-indazol-1-yl)ethyl]carbamate